O1CCC(CC1)C=C1C(C=CC=C1)C1=C(CNC(=C1)C(F)(F)F)C(=O)N 4-((tetrahydro-4H-pyran-4-ylmethylene)phenyl)-6-(trifluoromethyl)-1,2-dihydropyridine-3-carboxamide